CC1=C(C=C(C=C1)C)C1=NNC(C2=CC=CC=C12)=O 4-(2,5-Dimethylphenyl)-1(2H)-Phthalazinone